di-undecyl fumarate C(\C=C\C(=O)OCCCCCCCCCCC)(=O)OCCCCCCCCCCC